FC(C(=O)O)(F)F.ClC1=C(C(=C(OC2CCNCC2)C=C1)F)C1=CC=C(C=C1)Cl 4-[4-Chloro-3-(4-chlorophenyl)-2-fluoro-phenoxy]piperidine trifluoroacetate